C(#N)C1=CC(=C(COC=2C=C(OC3CCNCC3)C=CC2)C=C1)F 4-(3-((4-cyano-2-fluorobenzyl)oxy)phenoxy)piperidine